NCCCCC1C(NC(C(N1)=O)CCCCN)=O 3,6-di(4-aminobutyl)-2,5-diketopiperazine